1,3,3-trimethyl-2-[(3-methyl-2-benzoxazolinylidene)methyl]-3H-indolium C[N+]1=C(C(C2=CC=CC=C12)(C)C)C=C1OC2=C(N1C)C=CC=C2